5-{[(1S,2R)-2-Aminocyclohexyl]amino}-N-(3-carbamoyl-1-[1-(methylsulfonyl)piperidin-3-yl]-1H-pyrazol-4-yl)pyrazolo[1,5-a]pyrimidin-3-carboxamid N[C@H]1[C@H](CCCC1)NC1=NC=2N(C=C1)N=CC2C(=O)NC=2C(=NN(C2)C2CN(CCC2)S(=O)(=O)C)C(N)=O